N[C@H]1CS(C2=C(N(C1=O)CC1=CC=C(C=C1)Cl)C=C(C(=C2)F)C=2OC(=NN2)NC2CC(C2)C(F)(F)F)(=O)=O (3R)-3-amino-5-[(4-chlorophenyl)methyl]-8-fluoro-1,1-dioxo-7-[5-[[3-(trifluoromethyl)cyclobutyl]amino]-1,3,4-oxadiazol-2-yl]-2,3-dihydro-1λ6,5-benzothiazepin-4-one